N-cycloheptyl-2-((6-(4,4,5,5-tetramethyl-1,3,2-dioxaborolan-2-yl)quinolin-3-yl)oxy)acetamide C1(CCCCCC1)NC(COC=1C=NC2=CC=C(C=C2C1)B1OC(C(O1)(C)C)(C)C)=O